5-(6-isopropyl-2-(4-(isopropyl-amino)cyclohexyl)-4H-pyrrolo[3,2-d]thiazol-5-yl)-1,3,4-trimethylpyridin-2(1H)-one C(C)(C)C1=C(NC2=C1N=C(S2)C2CCC(CC2)NC(C)C)C=2C(=C(C(N(C2)C)=O)C)C